6-bromo-5-methoxy-2,3-dihydro-1H-pyrrolo[3,2-b]pyridine BrC=1C=C2C(=NC1OC)CCN2